methyl 1-((4-bromo-6-fluoro-1H-indol-5-yl)methyl)-6-oxo-1,6-dihydropyridine-3-carbimidothioate hydroiodide I.BrC1=C2C=CNC2=CC(=C1CN1C=C(C=CC1=O)C(=N)SC)F